3-[5-methyl-1-(tricyclo[3.3.1.13,7]dec-1-ylmethyl)-1H-pyrazol-4-yl]-6-[8-([1,3]thiazolo[5,4-c]pyridin-2-ylcarbamoyl)-3,4-dihydroisoquinolin-2(1H)-yl]pyridine-2-carboxylic acid CC1=C(C=NN1CC12CC3CC(CC(C1)C3)C2)C=2C(=NC(=CC2)N2CC3=C(C=CC=C3CC2)C(NC=2SC=3C=NC=CC3N2)=O)C(=O)O